tert-butyl (S)-(1-(4-bromo-2-fluorophenyl)pyrrolidin-3-yl)(methyl)carbamate BrC1=CC(=C(C=C1)N1C[C@H](CC1)N(C(OC(C)(C)C)=O)C)F